BrC=1C=C(C=CC1Cl)C(C)=O 1-(3-bromo-4-chlorophenyl)ethan-1-one